8-(1-((6-chloro-2-(7-fluoro-1-hydroxy-1,3-dihydrobenzo[c][1,2]oxaborol-5-yl)pyridin-3-yl)amino)ethyl)-2-isopropyl-3,6-dimethyl-4H-chromen-4-one ClC1=CC=C(C(=N1)C1=CC2=C(B(OC2)O)C(=C1)F)NC(C)C=1C=C(C=C2C(C(=C(OC12)C(C)C)C)=O)C